C(CC)N(S(=O)(=O)C(C(C(C(C(C(C(C(F)(F)F)(F)F)(F)F)(F)F)(F)F)(F)F)(F)F)(F)F)CCO N-propyl-N-(2-hydroxyethyl)perfluorooctanesulfonamide